ClC1=C(C(=CC(=C1)Cl)Cl)C=1C(=O)NC(C1)=O 2,4,6-trichlorophenylmaleimide